(4S)-methyl-benzhydrylpiperazine CC1N(CCNC1)C(C1=CC=CC=C1)C1=CC=CC=C1